BrC=1C(=C(O[C@@H](CCC2CCN(CC2)C(=O)OC(C)(C)C)C)C=CC1)C tert-butyl 4-[(3R)-3-(3-bromo-2-methyl-phenoxy)butyl]piperidine-1-carboxylate